tert-butyl (2S,4R)-4-[tert-butyl(dimethyl)silyl]oxy-2-[5-[2-(methylcarbamoyl)phenyl]-1H-imidazol-2-yl]pyrrolidine-1-carboxylate [Si](C)(C)(C(C)(C)C)O[C@@H]1C[C@H](N(C1)C(=O)OC(C)(C)C)C=1NC(=CN1)C1=C(C=CC=C1)C(NC)=O